CC=1C=CC(=NC1)CC(=O)[O-].[K+] potassium 2-(5-methylpyridin-2-yl)acetate